2-[6-bromo-4-(difluoromethyl)-7-methyl-indazol-2-yl]-2-[(6R)-6-fluoro-6,7-dihydro-5H-pyrrolo[1,2-c]Imidazol-1-yl]-N-thiazol-2-yl-acetamide BrC=1C=C(C2=CN(N=C2C1C)C(C(=O)NC=1SC=CN1)C1=C2N(C=N1)C[C@@H](C2)F)C(F)F